4,5-dichlorohexanol ClC(CCCO)C(C)Cl